nonadecafluoroundecyl acrylate C(C=C)(=O)OC(C(C(C(C(C(C(C(CCC(F)(F)F)(F)F)(F)F)(F)F)(F)F)(F)F)(F)F)(F)F)(F)F